ClC=1C=C(C=CC1Cl)C1(CC(=NO1)C1=CC=C(C(=O)NCCCC2=CC=CC=C2)C=C1)C(F)(F)F 4-[5-(3,4-dichlorophenyl)-5-trifluoromethyl-4,5-dihydroisoxazol-3-yl]-N-(3-phenylpropyl)benzoic acid amide